O[C@H]1CN(CC[C@H]1NC1=NC=C(C=C1)C(F)(F)F)S(=O)(=O)C1=CC=C(C=C1)C1=CC(=NC=C1)C(=O)NC 4-(4-(((3S,4R)-3-hydroxy-4-((5-(trifluoromethyl)pyridin-2-yl)amino)piperidin-1-yl)sulfonyl)phenyl)-N-methylpicolinamide